COC1CCN(CC1)C1=CC=C(C=N1)C(=O)N 6-(4-methoxy-1-piperidyl)pyridine-3-carboxamide